[Li].[V].[Fe].[Mn] manganese iron vanadium lithium